2-chloro-N1-(4-chloro-3-(pyridin-2-yl)phenyl)-N4-(pyridin-2-yl)terephthalamide ClC1=C(C(=O)NC2=CC(=C(C=C2)Cl)C2=NC=CC=C2)C=CC(=C1)C(=O)NC1=NC=CC=C1